The molecule is a cycloalkene consisting of cyclopentene having a buta-1,3-dien-2-yl group at the 4-position a methyl group at the 1-position and gem-dimethyl groups at the 5-position. It is a cycloalkene and a polyene. It derives from a hydride of a buta-1,3-diene and a cyclopentene. CC1=CCC(C1(C)C)C(=C)C=C